2-((2R,5S)-4-(2-chloro-8-methyl-9-(((S)-tetrahydrofuran-2-yl)methyl)-9H-purin-6-yl)-2-ethyl-5-methylpiperazin-1-yl)-2,2-bis(4-fluorophenyl)ethan-1-ol ClC1=NC(=C2N=C(N(C2=N1)C[C@H]1OCCC1)C)N1C[C@H](N(C[C@@H]1C)C(CO)(C1=CC=C(C=C1)F)C1=CC=C(C=C1)F)CC